neodymium (2-octadecyl) phosphonate P(OC(C)CCCCCCCCCCCCCCCC)([O-])=O.[Nd+3].CC(CCCCCCCCCCCCCCCC)OP([O-])=O.CC(CCCCCCCCCCCCCCCC)OP([O-])=O